CC1=NC=C(C=C1[C@H]1N(CCC1)C)C (S)-2,5-dimethyl-3-(1-methylpyrrolidin-2-yl)pyridine